1-(6-(bis(4H-benzo[d][1,3]dioxin-6-yl)methylene)-2-azaspiro[3.3]heptane-2-carbonyl)-1H-1,2,4-triazole-3-carbonitrile O1COCC2=C1C=CC(=C2)C(=C2CC1(CN(C1)C(=O)N1N=C(N=C1)C#N)C2)C2=CC1=C(OCOC1)C=C2